r-butyl (5'S)-5'-carbamoyl-3-oxo-3,4-dihydrospiro[benzo[b][1,4]oxazine-2,3'-pyrrolidine]-1'-carboxylate C(N)(=O)[C@@H]1C[C@@]2(CN1C(=O)OCCCC)C(NC1=C(O2)C=CC=C1)=O